(R)-benzyl 3-((1-(N-(5-chloro-4-(cyclopentylmethoxy)-2-fluorobenzoyl)sulfamoyl)-azetidin-3-yl)oxy)piperidine-1-carboxylate ClC=1C(=CC(=C(C(=O)NS(=O)(=O)N2CC(C2)O[C@H]2CN(CCC2)C(=O)OCC2=CC=CC=C2)C1)F)OCC1CCCC1